(2E)-4-(4-methylpiperazin-1-yl)but-2-enoic acid CN1CCN(CC1)C/C=C/C(=O)O